N[C@H]1CS(C2=C(N(C1=O)CC1=CC=C(C=C1)C(C#N)(C)C)C=C(C=C2)C=2OC(=NN2)C(C)(C)C)(=O)=O 2-[4-[[(3R)-3-amino-7-(5-tert-butyl-1,3,4-oxadiazol-2-yl)-1,1,4-trioxo-2,3-dihydro-1lambda6,5-benzothiazepin-5-yl]methyl]phenyl]-2-methyl-propanenitrile